ClC1=C(C(=CC=C1F)Cl)C(C)OC1=NC=2N(C=C1)N=CC2C=2C=NN(C2)C(F)F 5-(1-(2,6-dichloro-3-fluorophenyl)ethoxy)-3-(1-(difluoromethyl)-1H-pyrazol-4-yl)pyrazolo[1,5-a]pyrimidine